OC=1C=C(C=CC1O)C1C(C2(N(C1)C)C(NC1=CC=CC=C12)=O)C(C1=C(C=CC=C1)C(F)(F)F)=O 4'-(3,4-dihydroxyphenyl)-1'-methyl-3'-(2-(trifluoromethyl)benzoyl)spiro[indoline-3,2'-pyrrolidin]-2-one